2-chloro-N-methoxy-N-methyl-acetamide ClCC(=O)N(C)OC